ClC1=CC=C(C=C1)C1=C(N=C(N1)C1=CC=C(OCCC2=CC=C(C=C2)C(C)=O)C=C1)C 1-(4-(2-(4-(5-(4-chlorophenyl)-4-methyl-1H-imidazol-2-yl)phenoxy)ethyl)phenyl)ethan-1-one